C(C)C1=NC=CC=C1C1=NC2=C(N1C)C(=CC(=C2)C(=O)N2[C@@H]1CC[C@H](C2)[C@H]1NC(OC(C)(C)C)=O)OC tert-butyl N-[(1R,4R,7R)-2-[2-(2-ethylpyridin-3-yl)-7-methoxy-1-methyl-1H-1,3-benzodiazole-5-carbonyl]-2-azabicyclo[2.2.1]heptan-7-yl]carbamate